tert-butyl (3-((1-(2-(2,6-dioxopiperidin-3-yl)-1,3-dioxoisoindolin-4-yl)piperidin-4-yl)(methyl) amino)cyclopentyl)carbamate O=C1NC(CCC1N1C(C2=CC=CC(=C2C1=O)N1CCC(CC1)N(C1CC(CC1)NC(OC(C)(C)C)=O)C)=O)=O